N5-(3-Amino-1-ethylpropyl)-2-methyl-1,5-pentan-diamin NCCC(CC)NCCCC(CN)C